(M)-3-chloro-4-((3-fluoropyridin-2-yl)methoxy)-2'-(2-(2-hydroxypropan-2-yl)pyrimidin-4-yl)-5',6-dimethyl-2H-[1,4'-bipyridin]-2-one ClC=1C(N(C(=CC1OCC1=NC=CC=C1F)C)C1=CC(=NC=C1C)C1=NC(=NC=C1)C(C)(C)O)=O